NC1=C2C(=NC=N1)N(N=C2C=2C(=NC(=CC2)OC2=CC=CC=C2)F)[C@H]2CN(CCC2)C(=O)C(C#N)=CC(C)(C)C (R)-2-(3-(4-amino-3-(2-fluoro-6-phenoxypyridin-3-yl)-1H-pyrazolo[3,4-d]pyrimidin-1-yl)piperidine-1-carbonyl)-4,4-dimethylpent-2-enenitrile